1-(4-Ethylphenyl-2,3,5,6-d4)-3-(1H-indol-3-yl-4,5,6,7-d4)urea C(C)C1=C(C(=C(C(=C1[2H])[2H])NC(=O)NC1=CNC2=C(C(=C(C(=C12)[2H])[2H])[2H])[2H])[2H])[2H]